N-(6-((S)-1-cyanospiro[2.2]pentan-1-yl)-7-fluoroisoquinolin-3-yl)-2-(pyridin-2-yl)cyclopropane-1-carboxamide C(#N)[C@]1(CC12CC2)C=2C=C1C=C(N=CC1=CC2F)NC(=O)C2C(C2)C2=NC=CC=C2